FC(C1=CC=C(C=C1)C1N(C=CC=C1)C(=O)OC)(F)F methyl 2-(4-(trifluoromethyl)phenyl)pyridine-1(2H)-carboxylate